tert-butyl 4-((1-(3-(2,4-dioxotetrahydropyrimidin-1(2H)-yl)benzoyl)piperidin-4-yl)oxy)piperidine-1-carboxylate O=C1N(CCC(N1)=O)C=1C=C(C(=O)N2CCC(CC2)OC2CCN(CC2)C(=O)OC(C)(C)C)C=CC1